(3-methylphenyl)magnesium bromide CC=1C=C(C=CC1)[Mg]Br